O1N=C(C2=C1C=CC=C2)C2CCN(CC2)CCN2C(C1=C(CC2)C=NN1C)=O 6-{2-[4-(1,2-Benzisoxazol-3-yl)piperidin-1-yl]ethyl}-1-methyl-1,4,5,6-tetrahydro-7H-pyrazolo[3,4-c]pyridin-7-one